ClC1=C(C=CC=C1)N1CCN(CC1)C1=C(C(OC(=C1)C1=NC=CC=C1)=O)C#N 4-(4-(2-chlorophenyl)piperazin-1-yl)-2-oxo-6-(pyridin-2-yl)-2H-pyran-3-carbonitrile